2-methoxy-N-(4-phenylbutan-2-yl)-6,7-dihydro-5H-cyclopenta[b]pyridine-3-carboxamide COC1=C(C=C2C(=N1)CCC2)C(=O)NC(C)CCC2=CC=CC=C2